(S)-4-iodo-6a,7,8,9-tetrahydro-6H-pyrido[3,2-b]pyrrolo[1,2-d][1,4]oxazine IC1=CC=NC2=C1OC[C@H]1N2CCC1